(R)-6-(5-cyanopyrazin-2-ylamino)-N-methyl-4-(piperidin-3-ylmethylamino)pyridazine-3-carboxamide C(#N)C=1N=CC(=NC1)NC1=CC(=C(N=N1)C(=O)NC)NC[C@H]1CNCCC1